BrC(COC(C(C)C)=O)=CBr.ClC=1C(=C(C(=CC1O)O)C(=O)N1CC2=CC=CC(=C2C1)NC)F (3-chloro-2-fluoro-4,6-dihydroxyphenyl)(4-(methylamino)isoindolin-2-yl)methanone 2,3-dibromoprop-2-en-1-yl-2-methylpropanoate